methoxymethyl 4-(benzyloxy)-2,3-dimethyl-1-naphthoate C(C1=CC=CC=C1)OC1=C(C(=C(C2=CC=CC=C12)C(=O)OCOC)C)C